FC1([C@@H]2[C@@H](N([C@H](C1)CC2)C(=O)C2(C1=CC=CC=C1C=1C=CC=CC21)O)C(=O)N[C@H](C[C@H]2C(NCC2)=O)\C=C(/S(=O)(=O)C)\F)F (1S,3R,4S)-5,5-difluoro-N-((R,Z)-4-fluoro-4-(methylsulfonyl)-1-((S)-2-oxopyrrolidin-3-yl)but-3-en-2-yl)-2-(9-hydroxy-9H-fluorene-9-carbonyl)-2-azabicyclo[2.2.2]octane-3-carboxamide